ClC=1C(=C(C(=O)NC(C)C)C=C(C1)Cl)NC 3,5-dichloro-N-isopropyl-2-methylaminobenzamide